dimethylbicyclo[1.1.1]pentane-1,3-dicarboxylate COC(=O)C12CC(C1)(C2)C(=O)OC